N-(3-buten-1-yl)-4-methylbenzenesulfonamide C(CC=C)NS(=O)(=O)C1=CC=C(C=C1)C